fluorolactoylether FC(C(=O)OC(C(O)(C)F)=O)(O)C